5-[3-[(1R)-1-[2-[(1R)-1-(cyclopropoxy)ethyl]-4-pyridyl]-2,2-difluoro-ethoxy]-1-methyl-pyrazolo[3,4-c]pyridazin-5-yl]-1H-pyrimidine-2,4-dione C1(CC1)O[C@H](C)C1=NC=CC(=C1)[C@H](C(F)F)OC1=NN(C2=NN=C(C=C21)C=2C(NC(NC2)=O)=O)C